Cl.NC\C=C(\CN1C(=NC2=C1C=C(C=C2C2=CC=C(C=C2)S(=O)(=O)N2CCOCC2)C(=O)N(C)C)C)/F (Z)-1-(4-amino-2-fluoro-but-2-en-1-yl)-N,N,2-trimethyl-4-(4-(morpholinesulfonyl)phenyl)-1H-benzo[d]imidazole-6-carboxamide hydrochloride